BrC=1C=C2CCOC3CN(CCC(=C32)C1)S(=O)(=O)C1=CC=C(C=C1)[N+](=O)[O-] 5-Bromo-9-((4-nitrophenyl)sulfonyl)-3,7,8,9,10,10a-hexahydro-2H-isochromeno[1,8-cd]azepine